FC=1C=CC(=NC1)OCC1N(C2CC(C1)C2)C(=O)C2=C(C=CC(=C2)C)N2N=CC=N2 3-{[(5-Fluoropyridin-2-yl)oxy]methyl}-2-{[5-methyl-2-(2H-1,2,3-triazol-2-yl)phenyl]carbonyl}-2-azabicyclo[3.1.1]heptan